[Pd].[Ti].[O] oxygen titanium palladium